FC=1C=C(C=CC1F)N1N=CC(=C1)C=1C=C(CNC(OC(C)(C)C)=O)C=C(C1)F tert-Butyl 3-(1-(3,4-difluorophenyl)-1H-pyrazol-4-yl)-5-fluorobenzylcarbamate